[Ru]=O.[La] Lanthanum ruthenium oxide